n-hexadecyl-3-methoxypyridin-4-one C(CCCCCCCCCCCCCCC)C1=NC=CC(C1OC)=O